3-methyl-5-(4-(5-(trifluoromethyl)-1,2,4-oxadiazol-3-yl)pyridin-2-yl)-1,2,4-oxadiazole CC1=NOC(=N1)C1=NC=CC(=C1)C1=NOC(=N1)C(F)(F)F